CN1[C@H]2CN(C[C@@H]1CC2)C2=C(C(=CC=C2)N)N 3-((1R,5S)-8-methyl-3,8-diazabicyclo[3.2.1]octan-3-yl)benzene-1,2-diamine